N-(8-amino-5-fluoro-1-oxo-1,2,3,4-tetrahydronaphthalen-2-yl)acetamide NC=1C=CC(=C2CCC(C(C12)=O)NC(C)=O)F